NC1=CC(=C(CN1C(=O)C1=NC=C(C(=C1)OC)OC1=CC=C(C=C1)OC)C1CC=NCC1)OC (6-Amino-4-methoxy-3',4',5',6'-tetrahydro-2H-[3,4']bipyridinyl-1-yl)-[4-methoxy-5-(4-methoxy-phenoxy)-pyridin-2-yl]-methanone